O=C1NC(CCC1N1C(C2=CC=C(C=C2C1=O)NCCCCCCO)=O)=O 2-(2,6-Dioxopiperidin-3-yl)-5-((6-hydroxyhexyl)amino)isoindoline-1,3-dione